C(C)(C)(C)C1=CC=C(C=C1)OB(O)O (4-(tertiary butyl)phenyl)boric acid